C1(CC2C(CC1)O2)CC[Si](OCC)(OCC)OCC 2-(3,4-EPOXYCYCLOHEXYL)ETHYL-TRIETHOXYSILANE